C(C)(C)(C)OC(=O)N1CCC(CC1)NC1=CC=NC2=CC=CN=C12 4-((1,5-Naphthyridin-4-yl)amino)piperidine-1-carboxylic acid tert-butyl ester